2,2'-methylenebis[6-(benzotriazol-2-yl)-4-tert-octylphenol] C(C1=C(C(=CC(=C1)C(C)(C)CC(C)(C)C)N1N=C2C(=N1)C=CC=C2)O)C2=C(C(=CC(=C2)C(C)(C)CC(C)(C)C)N2N=C1C(=N2)C=CC=C1)O